C(C)(C)(C)OC(=O)NC1=C(SC=C1)\C=C/C(=O)OCC Ethyl (Z)-3-(3-((tert-butoxycarbonyl)amino)thiophen-2-yl)acrylate